7-chloro-9-(4-{[4-(trifluoromethyl)pyridin-2-yl]oxy}phenyl)-3,4-dihydropyrido[2,1-c][1,2,4]thiadiazine 2,2-dioxide ClC=1C=C(C2=NS(CCN2C1)(=O)=O)C1=CC=C(C=C1)OC1=NC=CC(=C1)C(F)(F)F